2-((2S,3S,4S)-5-chloro-6-fluoro-3-hydroxy-2-((((trans)-4-methoxycyclohexyl)amino)methyl)-2-phenyl-2,3-dihydrobenzofuran-4-yl)-4-(difluoromethoxy)-3-fluorobenzamide ClC=1C(=CC2=C([C@@H]([C@](O2)(C2=CC=CC=C2)CN[C@@H]2CC[C@H](CC2)OC)O)C1C1=C(C(=O)N)C=CC(=C1F)OC(F)F)F